ClC=1C(N(C=CN1)CC(=O)OCC)=O ethyl 2-(3-chloro-2-oxopyrazin-1(2H)-yl)acetate